4-methyl-5-(trifluoromethyl)nicotinamide tert-butyl-4-hydrazineylpiperidine-1-carboxylate C(C)(C)(C)OC(=O)N1CCC(CC1)NN.CC1=C(C=NC=C1C(=O)N)C(F)(F)F